diethyl-2-[3-chloro-5-(trifluoromethyl)pyridin-2-yl]-1,3-propanedioic acid C(C)OC(C(C(=O)OCC)C1=NC=C(C=C1Cl)C(F)(F)F)=O